ClC1=C(C=C(C(=O)O)C=C1)S(N)(=O)=O 4-chloro-3-sulfamoylbenzoic acid